ClC=1C=CC(=C(C1)N1C(N([C@@H](C1)C#N)C1=CN=CC2=CC=CC=C12)=O)C (S)-1-(5-chloro-2-methylphenyl)-3-(isoquinolin-4-yl)-2-oxoimidazolidine-4-carbonitrile